(R)-(1-((2-(3,5-dichlorophenyl)-6-((2-(4-(2-hydroxypropyl)piperazin-1-yl)pyrimidin-5-yl)oxy)pyridin-4-yl)methyl)piperidin-4-yl)methyl methylcarbamate CNC(OCC1CCN(CC1)CC1=CC(=NC(=C1)OC=1C=NC(=NC1)N1CCN(CC1)C[C@@H](C)O)C1=CC(=CC(=C1)Cl)Cl)=O